NC1CN(C1)C(CC1CC1)=O 1-(3-aminoazetidin-1-yl)-2-cyclopropylethan-1-one